C(#N)C=1C=CC(=C(C1)C=1N=C2N(C(C1C(=O)N)=O)C=C(C=C2)C)N2CCC(CC2)OC2=C(C=C(C=C2)F)F 5-cyano-2-(4-(2,4-difluorophenoxy)piperidin-1-yl)phenyl-7-methyl-4-oxo-4H-pyrido[1,2-a]pyrimidine-3-carboxamide